Cl.ClC=1C=C2C3=C(NC2=CC1)CN(CC3)CC(O)C3=CC=C(C=C3)Cl 2-(6-Chloro-3,4-dihydro-1H-pyrido[3,4-b]indol-2(9H)-yl)-1-(4-chlorophenyl)ethanol hydrochloride